N-(4-Cyano-2,6-dimethylphenyl)-4-(2,5-dichlorophenyl)pyrimidine-2-carboxamide C(#N)C1=CC(=C(C(=C1)C)NC(=O)C1=NC=CC(=N1)C1=C(C=CC(=C1)Cl)Cl)C